4-Chloro-3'-(((2-cyclopentyl-1-oxoisoindolin-5-yl)oxy)methyl-d2)-[1,1'-biphenyl]-3-carboxylic acid ClC1=C(C=C(C=C1)C1=CC(=CC=C1)C([2H])([2H])OC=1C=C2CN(C(C2=CC1)=O)C1CCCC1)C(=O)O